5-(carboxymethyl)-2-pyrrolidone C(=O)(O)CC1CCC(N1)=O